C(C)OC(=O)C1=CC=C(C=C1)NC=NC1=CC=C(C=C1)C(=O)OCC N,N'-bis(4-ethoxycarbonylphenyl)formamidine